NC=1N=C2N(C=C(C=C2)C2=C3C=NN(C3=C(C(=C2Cl)F)SC)C2OCCCC2)C1C(=O)O[C@@H]1COC[C@H]1C (3S,4R)-4-methyltetrahydrofuran-3-yl 2-amino-6-(5-chloro-6-fluoro-7-(methylthio)-1-(tetrahydro-2H-pyran-2-yl)-1H-indazol-4-yl)imidazo[1,2-a]pyridine-3-carboxylate